C(C)(C)(C)NS(=O)(=O)C=1C=C(C=CC1)NC(=O)C1=C(C=C(C(=O)OC)C=C1)N1CCC2(CC2)CC1 methyl 4-((3-(N-(tert-butyl)sulfamoyl) phenyl)carbamoyl)-3-(6-azaspiro[2.5]octan-6-yl)benzoate